(2S,3R,4R,5S)-2-(hydroxymethyl)-1-((R)-2-phenylpropyl)piperidine-3,4,5-triol OC[C@@H]1N(C[C@@H]([C@H]([C@@H]1O)O)O)C[C@H](C)C1=CC=CC=C1